methyl 4'-(5-chloro-2-methoxyphenyl)-4-methyl-2-oxo-2H-[1,2'-bipyridine]-5'-carboxylate ClC=1C=CC(=C(C1)C1=CC(=NC=C1C(=O)OC)N1C(C=C(C=C1)C)=O)OC